BrC1=CC2=C(NC(=N2)C(F)(F)F)C=C1Br 5,6-dibromo-2-(trifluoromethyl)-1H-benzimidazole